ClC1=CC(=CNC1=O)C(=O)O 5-chloro-6-oxo-1H-pyridine-3-carboxylic acid